OC1=CC=C(OC2=NC3=CC=CC=C3N=C2)C=C1 2-(4-hydroxyphenoxy)quinoxaline